CN(CCC=1C(=NC(N(C1)[C@H](C(=O)O)CC(C)C)=O)C)C (S)-2-(5-(2-(dimethylamino)ethyl)-4-methyl-2-oxopyrimidin-1(2H)-yl)-4-methylpentanoic acid